NC(CN1N=C(N=N1)C1=CC=C(C=C1)C(C(=O)NC=1SC(=CN1)Cl)C1CC(CC1)(F)F)=O rac-2-(4-(2-(2-Amino-2-oxoethyl)-2H-tetrazol-5-yl)phenyl)-N-(5-chlorothiazol-2-yl)-2-(3,3-difluorocyclopentyl)acetamide